C(C1=CC=CC=C1)NC(=O)C=1N(C(N2C1CN(CC2)C(C2=CC(=C(C=C2)Cl)Cl)=O)=O)C=2C=NC=CC2 N-benzyl-7-(3,4-dichlorobenzoyl)-3-oxo-2-(3-pyridyl)-6,8-dihydro-5H-imidazo[1,5-a]pyrazine-1-carboxamide